CC(C[C@H]1[C@@H](C[C@H]2N(CCC3=CC(=C(C=C23)OC)OCC2(CC2)CC#N)C1)O)(C)C 2-[1-({[(2R,3R,11bR)-3-(2,2-dimethylpropyl)-2-hydroxy-10-methoxy-1H,2H,3H,4H,6H,7H,11bH-pyrido[2,1-a]isoquinolin-9-yl]oxy}methyl)cyclopropyl]acetonitrile